N[C@H](C1CCN(CC1)C(=O)C=1C=CC2=C(NC(CO2)=O)C1)C1=C(C=C(C(=C1)Cl)C)O 6-[4-[(R)-amino(5-chloro-2-hydroxy-4-methylphenyl)methyl]piperidine-1-carbonyl]-2,4-dihydro-1,4-benzoxazin-3-one